N[C@](C(=O)OC(C)C)(CC(C)(C)C)C1=C(C=C(C=C1)C1=NC=NN1)F isopropyl (R)-2-amino-2-(2-fluoro-4-(1H-1,2,4-triazol-5-yl) phenyl)-4,4-dimethylvalerate